O=C1[C@@H](C[C@H](N1)COC1=NC=CC2=CC(=C(C=C12)OC(C)C)C(=O)N)CC(F)(F)F 1-{[(2S,4S)-5-oxo-4-(2,2,2-trifluoroethyl)pyrrolidin-2-yl]methoxy}-7-(propan-2-yloxy)isoquinoline-6-carboxamide